tert-butyl 2-hydroxy-5-(hydroxymethyl)benzoate Sodium borohydride [BH4-].[Na+].OC1=C(C(=O)OC(C)(C)C)C=C(C=C1)CO